N-(5-(5-chloro-2-methoxyphenyl)-1-((tetrahydrofuran-2-yl)methyl)-1H-pyrazol-4-yl)pyrazolo[1,5-a]pyrimidine-3-carboxamide ClC=1C=CC(=C(C1)C1=C(C=NN1CC1OCCC1)NC(=O)C=1C=NN2C1N=CC=C2)OC